tert-Butyl N-[(1S)-1-[2-(6-cyanopyrimidin-4-yl)-1,2,4-triazol-3-yl]ethyl]carbamate tert-Butyl-N-[(1S)-1-[2-(6-cyanopyrimidin-4-yl)-1,2,4-triazol-3-yl]ethyl]carbamate C(C)(C)(C)OC(N[C@@H](C)C=1N(N=CN1)C1=NC=NC(=C1)C#N)=O.C(#N)C1=CC(=NC=N1)N1N=CN=C1[C@H](C)NC(OC(C)(C)C)=O